CC1C(CC1(OC=1C=2N(C=C(N1)C=1C=NN(C1)C)N=CC2)C)N(C(OC(C)(C)C)=O)C tert-Butyl (2,3-dimethyl-3-((6-(1-methyl-1H-pyrazol-4-yl)pyrazolo[1,5-a]pyrazin-4-yl)oxy)cyclobutyl)(methyl)carbamate